8-((2s,5r)-4-((4-chlorophenyl)(2,3-dihydrobenzo[b][1,4]dioxin-5-yl)methyl)-2,5-dimethylpiperazin-1-yl)-5-methyl-6-oxo-5,6-dihydro-1,5-naphthyridine-2-carbonitrile ClC1=CC=C(C=C1)C(N1C[C@@H](N(C[C@H]1C)C1=CC(N(C=2C=CC(=NC12)C#N)C)=O)C)C1=CC=CC=2OCCOC21